CS(=O)(=O)N1CC2(C1)CCN(CC2)C(=O)OC(C)(C)C tert-butyl 2-(methylsulfonyl)-2,7-diazaspiro[3.5]nonane-7-carboxylate